[N+](=O)([O-])C=1C=C(C(=O)OCC)C=CC1 Ethyl 3-nitrobenzoate